(Z)-8-((3-(((cyanoimino)(phenoxy)methyl)amino)propyl)(8-oxo-8-(undecan-3-yloxy)octyl)amino)octanoate C(#N)\N=C(/OC1=CC=CC=C1)\NCCCN(CCCCCCCC(=O)[O-])CCCCCCCC(OC(CC)CCCCCCCC)=O